4-cyclobutyl-5-(4-fluorophenyl)-1H-pyrazol-3-amine C1(CCC1)C=1C(=NNC1C1=CC=C(C=C1)F)N